(R)-2-(6-(3-fluoropyrrolidin-1-yl)pyridin-3-yl)-5-(4-methoxybenzyl)-3-methyl-5,6-dihydropyrrolo[3,4-d]imidazol-4(3H)-one F[C@H]1CN(CC1)C1=CC=C(C=N1)C=1N(C2=C(N1)CN(C2=O)CC2=CC=C(C=C2)OC)C